N-(2-chloro-6-methylphenyl)-2-[[6-[4-(2-hydroxyethyl)-1-piperazinyl]-2-methyl-4-pyrimidinyl]amino]-5-thiazolecarboxamide, monohydrate O.ClC1=C(C(=CC=C1)C)NC(=O)C1=CN=C(S1)NC1=NC(=NC(=C1)N1CCN(CC1)CCO)C